O1C(=NC2=C1C=CC=C2)N[C@H](C(=O)O)CCN(CCCCC2=NC=1NCCCC1C=C2)CCOC=2C=NC=C(C2)F (S)-2-(benzo[d]oxazol-2-ylamino)-4-((2-((5-fluoropyridin-3-yl)oxy)ethyl)(4-(5,6,7,8-tetrahydro-1,8-naphthyridin-2-yl)butyl)amino)butanoic acid